ammonium perchlorate Cl(=O)(=O)(=O)[O-].[NH4+]